2-methyl-N6-[2-(1H-pyrazol-1-yl)ethyl]pyrido[3,4-d]pyrimidine-4,6-diamine CC=1N=C(C2=C(N1)C=NC(=C2)NCCN2N=CC=C2)N